4-(((R)-3-aminopyrrolidin-1-yl)-6-(difluoromethyl)quinazolin-2-yl)-1-(cyclopropylimino)-2,3,4,5-tetrahydro-benzo[f][1,4]thiazepine N[C@H]1CN(CC1)C1=NC(=NC2=CC=C(C=C12)C(F)F)N1CCS(C2=C(C1)C=CC=C2)=NC2CC2